CC(C(=O)S=P(N)(N)N)C S-dimethylacetylthiophosphoramide